[Br-].[Br-].[Br-].[Br-].N1=C(C=CC2=CC=CC=C12)CCCCOC=1C=C(C=C(C1)OCCCCC1=NC2=CC=CC=C2C=C1)C1=C(C2=CC3=CC4=CC=CC=C4C=C3C=C2C=C1)C1=CC(=CC(=C1)OCCCCC1=NC2=CC=CC=C2C=C1)OCCCCC1=NC2=CC=CC=C2C=C1 bis[3,5-bis(4-(quinolinyl)butoxy)phenyl]naphthacene tetrabromide